NC1=NC=C(C(=C1C(=O)N[C@@H]1[C@H](CCC1)OCC1=CC=C(C=C1)C=1C=C2CC[C@@H](C2=CC1)N1CCN(CC1)C)OC)C=1C=NN(C1)C 2-amino-4-methoxy-N-[(1S,2S)-2-({4-[(1S)-1-(4-methylpiperazin-1-yl)-2,3-dihydro-1H-inden-5-yl]phenyl}methoxy)cyclopentyl]-5-(1-methyl-1H-pyrazol-4-yl)pyridine-3-carboxamide